NC=1C2=C(N=CN1)N(C=C2C2=C(C=C(C=C2)NC(=O)C=2C(N(N1C2COCC1)C1=CC=CC=C1)=O)F)C[C@H](C)O (S)-N-(4-(4-amino-7-(2-hydroxypropyl)-7H-pyrrolo[2,3-d]pyrimidin-5-yl)-3-fluorophenyl)-2-oxo-1-phenyl-2,4,6,7-tetrahydro-1H-pyrazolo[5,1-c][1,4]oxazine-3-carboxamide